O=C1NC(CCC1N1C(N(C2=C1C=CC=C2CCCCCCCCCCCCNC(OC(C)(C)C)=O)C)=O)=O Tert-butyl (12-(1-(2,6-dioxopiperidin-3-yl)-3-methyl-2-oxo-2,3-dihydro-1H-benzo[d]imidazole-4-yl)dodecyl)carbamate